COC(=O)C1=CN=C(O1)C1=CC=C(C=C1)C[C@@H](C(=O)N)N (S)-2-(4-(2,3-diamino-3-oxopropyl)phenyl)oxazole-5-carboxylic acid methyl ester